CN(CCNC(C1=CC=C(C=C1)NC1=NC=C(C(=N1)NCC=1C(=NC=CC1)N(S(=O)(=O)C)C)C(F)(F)F)=O)C N-[2-(dimethylamino)ethyl]-4-({4-[({2-[methyl(methylsulfonyl)amino]pyridin-3-yl}methyl)amino]-5-(trifluoromethyl)pyrimidin-2-yl}amino)benzamide